6-chloro-4-((2,5-dimethyl-1-oxo-1,2,4,5-tetrahydropyrido[3,4-e][1,2,4]triazolo[4,3-a]pyrazin-6-yl)amino)-N-(methyl-d3)pyridazine-3-carboxamide ClC1=CC(=C(N=N1)C(=O)NC([2H])([2H])[2H])NC1=NC=CC2=C1N(CC=1N2C(N(N1)C)=O)C